(2R)-2-[(E)-(3,5-di-tertbutyl-phenyl)methyleneamino]-3,3-dimethyl-butan C(C)(C)(C)C=1C=C(C=C(C1)C(C)(C)C)\C=N\[C@H](C)C(C)(C)C